BrC=1C=CC=2N(C3=CC=C(C=C3SC2C1)Br)C1=CC=C(C2=CC=CC=C12)F 3,7-Dibromo-10-(4-Fluoronaphthalen-1-yl)-10H-Phenothiazine